NCC#CC1=C(C(=O)O)C=C(C=C1)N1CCNCC1 2-(3-aminoprop-1-yn-1-yl)-5-(piperazin-1-yl)benzoic acid